α-methyltryptamin CC(N)CC1=CNC2=CC=CC=C12